7-(3-methyl-4-(4-methylpiperazin-1-yl)anilino)-3,4-dihydropyrimido[4,5-d]pyrimidin-2(1H)-one CC=1C=C(NC2=NC=C3C(=N2)NC(NC3)=O)C=CC1N1CCN(CC1)C